2-Nitrobenzylcarbamate [N+](=O)([O-])C1=C(CNC([O-])=O)C=CC=C1